(di-t-butylcrotylphosphine) Palladium (II) [Pd+2].C(C)(C)(C)P(CC=CC)C(C)(C)C